CC(C)(C)C trimethylethane